C1(=CC=CC=C1)NC(NN=C1C(NC2=CC=C(C=C12)OC(F)(F)F)=O)=S 5-TRIFLUORoMETHOXY-1H-INDOL-2,3-DION 3-(4-PHENYLTHIOSEMICARBAZON)